3-Propyl-bicyclo[2.2.1]hept-5-ene-2-carbaldehyde C(CC)C1C(C2C=CC1C2)C=O